benzyl (3S)-3-hydroxypyrrolidine-1-carboxylate O[C@@H]1CN(CC1)C(=O)OCC1=CC=CC=C1